1-[7-difluoromethyl-6-(1-methyl-1H-pyrazol-4-yl)-3,4-dihydro-2H-quinolin-1-yl]-7-(3,6-dihydro-2H-pyran-4-yl)-isoquinoline-3-carboxylic acid FC(C1=C(C=C2CCCN(C2=C1)C1=NC(=CC2=CC=C(C=C12)C=1CCOCC1)C(=O)O)C=1C=NN(C1)C)F